C(C)OC(NC(C)C)=NC(C)C O-ethyl-N,N'-diisopropylisourea